ClC1=CC=C(C(=O)NC2=CC=C(C=C2)[C@@H]2CN(CCO2)C)C=C1 |r| (RS)-4-Chloro-N-[4-(4-methyl-morpholin-2-yl)-phenyl]-benzamid